phosphorus(V) chloride P(Cl)(Cl)(Cl)(Cl)Cl